benzyl (1S,5R)-3-(6-((1-((dimethylamino)methyl)cyclopropyl)methyl)-3-(3-hydroxynaphthalen-1-yl)pyrimido[5,4-c]pyridazin-8-yl)-1-methyl-3,8-diazabicyclo[3.2.1]octane-8-carboxylate CN(C)CC1(CC1)CC=1N=C(C=2N=NC(=CC2N1)C1=CC(=CC2=CC=CC=C12)O)N1C[C@@]2(CC[C@H](C1)N2C(=O)OCC2=CC=CC=C2)C